N-[4-fluoro-5-[4-[(4-fluorophenyl)methyl]piperazin-1-yl]-2-[(3R,5S)-3,4,5-trimethylpiperazin-1-yl]phenyl]-6-oxo-4-(trifluoromethyl)-1H-pyridine-3-carboxamide FC1=CC(=C(C=C1N1CCN(CC1)CC1=CC=C(C=C1)F)NC(=O)C1=CNC(C=C1C(F)(F)F)=O)N1C[C@H](N([C@H](C1)C)C)C